C(C)(=O)N[C@H](C(=O)NC(C(=O)[O-])CCCC(=O)N[C@H](C(=O)N)CC1=CC=C(C=C1)C(C1=CC=CC=C1)=O)CCCNC(=[NH2+])N ((S)-2-acetamido-5-((amino(iminio)methyl)amino)pentanamido)-6-(((S)-1-amino-3-(4-benzoylphenyl)-1-oxopropan-2-yl)amino)-6-oxohexanoate